NC1=C2C(=NC=N1)N(N=C2C#CC2=CC1=C(N(C=N1)C)C=C2F)[C@H]2C[C@@H](N(C2)C(C=C)=O)C 1-((2S,4S)-4-(4-amino-3-((6-fluoro-1-methyl-1H-benzo[d]imidazol-5-yl)ethynyl)-1H-pyrazolo[3,4-d]pyrimidin-1-yl)-2-methylpyrrolidin-1-yl)prop-2-en-1-one